CC1(CN(CCN1C(=O)C1CCOCC1)[C@H](C(=O)NC1=NC=C(C=C1)OC1=CC=C(C=C1)F)C)C (S)-2-(3,3-dimethyl-4-(tetrahydro-2H-pyran-4-carbonyl)piperazin-1-yl)-N-(5-(4-fluorophenoxy)pyridin-2-yl)propanamide